N-(3-chloro-2-fluorophenyl)-7-methoxy-6-(piperidin-4-yloxy)quinazolin-4-amine ClC=1C(=C(C=CC1)NC1=NC=NC2=CC(=C(C=C12)OC1CCNCC1)OC)F